C(C)(C)C(C(=O)N)=C.C1(C=CC(N1CCC(=O)O)=O)=O 3-maleimidopropionic acid-isopropyl-acrylamide